Cl.CC=1N=CSC1C1=CC=C(C=C1)CN (4-(4-methylthiazol-5-yl)phenyl)methanamine hydrochloride